COC=1C=C(C=C(C1)C1=CC=CC=C1)SC1=CN=C(S1)CNC(OC(C)(C)C)=O tert-Butyl ((5-((5-methoxy-[1,1'-biphenyl]-3-yl)thio)thiazol-2-yl)methyl)carbamate